2-[4-(2-Amino-[1,2,4]triazolo[1,5-a]pyridin-7-yl)pyrazol-1-yl]-N-[4-[(2-methylpropan-2-yl)oxy]phenyl]acetamide NC1=NN2C(C=C(C=C2)C=2C=NN(C2)CC(=O)NC2=CC=C(C=C2)OC(C)(C)C)=N1